[SiH3]O[SiH3] silylether